FC1=CC2=C(N(C(=N2)CN2C(C3=CC=CC=C3C2=O)=O)C)C=C1F 2-((5,6-difluoro-1-methyl-1H-benzo[d]imidazol-2-yl)methyl)isoindoline-1,3-dione